FC=1C=CC(=C(C1)C(CC#CC#CC1=C2C(=NC=C1C(=O)N)NC=C2)C=2C(N(C=CC2)C)=O)OCOC 4-(6-(5-Fluoro-2-(methoxymethoxy)phenyl)-6-(1-methyl-2-oxo-1,2-dihydropyridin-3-yl)hex-1,3-diyn-1-yl)-1H-pyrrolo[2,3-b]pyridine-5-carboxamide